9'-((2-Chloro-4-((4-methylpyridin-2-yl)oxy)phenyl)(hydroxy)methyl)-3-methoxy-4',7'-Dihydrospiro[cyclopentane-1,2'-pyrrolo[3',2':5,6]pyrido[3,4-b]pyrazine]-3'(1'H)-one ClC1=C(C=CC(=C1)OC1=NC=CC(=C1)C)C(C1=CNC2=C1C1=C(NC(C3(N1)CC(CC3)OC)=O)C=N2)O